ClP(=O)(Cl)C(C1=CC2=C(SC(=C2)C(=O)OCC=C)C=C1)F Allyl 5-((dichlorophosphoryl)fluoromethyl)benzo[b]thiophene-2-carboxylate